NC=1C=2N(C3=CC(=CC=C3N1)C(=O)N(CC1=NC=C(N=C1)C(F)(F)F)CC1CC1)C=NC2 4-amino-N-(cyclopropylmethyl)-N-((5-(trifluoromethyl)pyrazin-2-yl)methyl)imidazo[1,5-a]quinoxaline-8-carboxamide